methoxy-1-methyl-pyrrolidine-2-carboxamide COC1(N(CCC1)C)C(=O)N